The molecule is a 3-sn-phosphatidyl-L-serine in which the acyl substituents at positions 1 and 2 are specified as heptadecanoyl and arachidonoyl respectively. It derives from a heptadecanoic acid and an arachidonic acid. It is a conjugate acid of a 1-heptadecanoyl-2-arachidonoyl-sn-glycero-3-phosphoserine(1-). CCCCCCCCCCCCCCCCC(=O)OC[C@H](COP(=O)(O)OC[C@@H](C(=O)O)N)OC(=O)CCC/C=C\\C/C=C\\C/C=C\\C/C=C\\CCCCC